(S)-4-Bromo-3-fluoro-N-methyl-N-(3-methyl-1-(piperidin-1-yl)butan-2-yl)benzamide BrC1=C(C=C(C(=O)N([C@H](CN2CCCCC2)C(C)C)C)C=C1)F